(R)-6-chloro-7-(2-fluorophenyl)-1-(2-isopropyl-4-methylpyridin-3-yl)-4-(2-(oxirane-2-carbonyl)-2,7-diazaspiro[3.5]nonan-7-yl)pyrido[2,3-d]pyrimidin-2(1H)-one ClC1=CC2=C(N(C(N=C2N2CCC3(CN(C3)C(=O)[C@@H]3OC3)CC2)=O)C=2C(=NC=CC2C)C(C)C)N=C1C1=C(C=CC=C1)F